14-(4-chlorophenyl)-14-methylbenzo[g]indolo[2,1-b]quinazolin-6(14H)-one ClC1=CC=C(C=C1)C1(C2=CC=CC=C2N2C1=NC1=CC3=C(C=C1C2=O)C=CC=C3)C